COC=1C=C2C(=CNC2=CC1)C(C(=O)N(C)C)CC 2-(5-Methoxy-1H-indol-3-yl)-N,N-dimethylbutanamide